C(C)(C)(C)OC(=O)N1CC2(CC2)C[C@H]1[C@@H](C(=O)O)C1=CC=C(C=C1)Cl (S)-2-((S)-5-(tert-Butoxycarbonyl)-5-azaspiro[2.4]heptan-6-yl)-2-(4-chlorophenyl)acetic acid